2,4-bis((dodecyl)methyl)-6-methylphenol C(CCCCCCCCCCC)CC1=C(C(=CC(=C1)CCCCCCCCCCCCC)C)O